BrC=1C=C2C(=NC=NC2=CC1)N[C@H](C(=O)N1CCN(CC1)C)CC1=CC=CC=C1 (S)-2-((6-bromoquinazolin-4-yl)amino)-1-(4-methylpiperazin-1-yl)-3-phenylpropan-1-one